C(C)(C)(C)C=1C=CC=C(C1O)O 6-tertiary butyl-catechol